(8-{[2-(4-bromophenyl)imidazo[1,2-a]pyridin-3-yl]methyl}-3,8-diazabicyclo[3.2.1]oct-3-yl)(6-methoxypyridin-2-yl)methanone BrC1=CC=C(C=C1)C=1N=C2N(C=CC=C2)C1CN1C2CN(CC1CC2)C(=O)C2=NC(=CC=C2)OC